1,6-hexanediamine-1,6-13C2 [13CH2](CCCC[13CH2]N)N